(4-vinylbenzylamino)-acetic acid C(=C)C1=CC=C(CNCC(=O)O)C=C1